FC=1C(=NC(=CC1)C)CCN 2-(3-fluoro-6-methylpyridin-2-yl)ethan-1-amine